O=C1C(O)=C(O)[C@H](O1)[C@@H](O)CO.S1C=CC=C1.S1C=CC=C1.S1C=CC=C1.S1C=CC=C1 tetra-thiofuran ascorbate